C(C)N1C(=C(C(C(C1C)(C(=O)O)C)C1=C(C=CC=C1)Cl)C(=O)O)COCCN1N=NC(=C1)C1=C(C=CC(=C1)F)F ethyl-5-methyl-4-(2-chlorophenyl)-2-((2-(4-(2,5-difluorophenyl)-1H-1,2,3-triazol-1-yl)ethoxy)methyl)-6-methyl-1,4-dihydropyridine-3,5-dicarboxylic acid